1-(3-chloro-5'-fluoro-2'-hydroxy-3'-(2-(4-(2-hydroxyethyl)piperazin-1-yl)pyridin-4-yl)-[1,1'-biphenyl]-4-yl)-3-methyl-1H-imidazol-2(3H)-one ClC=1C=C(C=CC1N1C(N(C=C1)C)=O)C1=C(C(=CC(=C1)F)C1=CC(=NC=C1)N1CCN(CC1)CCO)O